C1(CCCC(CCCC1)=O)=O cyclononane-1,5-dione